4-chloro-6-ethoxy-1H-pyrrolo[2',3':3,4]pyrazolo[1,5-a]pyridine ClC=1C=2N(C=C(C1)OCC)N=C1C2C=CN1